Hexyl (R,E)-(5-amino-1-(methylsulfonyl)-5-oxopent-1-en-3-yl)carbamate NC(C[C@H](/C=C/S(=O)(=O)C)NC(OCCCCCC)=O)=O